COC=1C=CC=C2N(CCN(C12)C(=O)OC(C)(C)C)C1=CC2=C(N=C(N=C2)S(=O)C)N(C1=O)C tert-butyl 8-methoxy-4-(8-methyl-2-methylsulfinyl-7-oxo-pyrido[2,3-d]pyrimidin-6-yl)-2,3-dihydroquinoxaline-1-carboxylate